Cl.NC1=C2N(C(N(C2=NC=N1)C1CCN(CC1)C1CCN(CC1)C1CNC1)=O)C1=CC(=C(C=C1)OC1=CC=C(C=C1)OC)C 6-amino-9-(1'-(azetidin-3-yl)-[1,4'-bipiperidin]-4-yl)-7-(4-(4-methoxyphenoxy)-3-methylphenyl)-7,9-dihydro-8H-purin-8-one hydrochloride